C(N)(=O)C1=NOC(=C1)CNC(=O)C1=C(C=CC(=N1)C=1C(=NC=CC1)OCC)OC1CC2(CN(C2)C2=C(C=C(C=C2)F)C#N)C1 N-[(3-carbamoyl-1,2-oxazol-5-yl)methyl]-5-{[2-(2-cyano-4-fluorophenyl)-2-azaspiro[3.3]heptan-6-yl]oxy}-2'-ethoxy-[2,3'-bipyridine]-6-carboxamide